C(\C=C/CCCCCCCC)OC(CCCCCCC(CCCCCCCCC)CCN(C)C)=O 8-(2-(dimethylamino)ethyl)heptadecanoic acid (Z)-undec-2-en-1-yl ester